C(C)OC(CC(CC(=O)O)C(F)(F)F)=O 5-ethoxy-5-oxo-3-(trifluoromethyl)pentanoic acid